tert-butyl (1S,4S)-5-(4-((3-chloro-4-(2,2-difluoropropyl)-2-fluorophenyl)amino)pyrido[3,2-d]pyrimidin-6-yl)-2,5-diazabicyclo[2.2.1]heptane-2-carboxylate ClC=1C(=C(C=CC1CC(C)(F)F)NC=1C2=C(N=CN1)C=CC(=N2)N2[C@@H]1CN([C@H](C2)C1)C(=O)OC(C)(C)C)F